tert-butyl N-[(1S)-1-[2-(5-carbamoylpyrazin-2-yl)-5-cyclopropyl-1,2,4-triazol-3-yl]ethyl]carbamate C(N)(=O)C=1N=CC(=NC1)N1N=C(N=C1[C@H](C)NC(OC(C)(C)C)=O)C1CC1